2-amino-5-cyano-3-methyl-benzoic acid NC1=C(C(=O)O)C=C(C=C1C)C#N